C(C)(C)(C)OC(=O)N1CC2(CN(C2)C2=NC=CC=N2)C(C1)C(=O)O 6-(tert-butoxycarbonyl)-2-(pyrimidin-2-yl)-2,6-diazaspiro[3.4]octane-8-carboxylic acid